imidazole-4-carbonitrile N1C=NC(=C1)C#N